FC1=C(C=C2C(NC(C2=C1)=O)(C)C)NC1=NC=C(C(=N1)N[C@H](CO)C1=CC=CC=C1)C1=NC(=NO1)C12CCN(CC1)CC2 (S)-6-fluoro-5-((4-((2-hydroxy-1-phenylethyl)amino)-5-(3-(quinuclidin-4-yl)-1,2,4-oxadiazol-5-yl)pyrimidin-2-yl)amino)-3,3-dimethylisoindolin-1-one